S(C#N)C(SC=1SC2=C(N1)C=CC=C2)SC#N 2-(dithiocyanomethylthio)-benzothiazole